COC1=CC2=C(N=C(S2)CN)C=C1S(=O)(=O)N1CCN(CC1)C {6-methoxy-5-[(4-methylpiperazin-1-yl)sulfonyl]-1,3-benzothiazol-2-yl}methanamine